4-(3,5-dichlorophenyl)-N-[(4S)-3,4-dihydro-2H-chromen-4-yl]-8-(morpholin-4-yl)pyrido[3,2-c]pyridazine-7-carboxamide ClC=1C=C(C=C(C1)Cl)C=1C2=C(N=NC1)C(=C(C=N2)C(=O)N[C@H]2CCOC1=CC=CC=C21)N2CCOCC2